COC1=CC=C(C=C1)CC(=O)NC=1N=CC(=NC1)C(=O)NCC(=O)[O-] N-(5-(2-(4-methoxy-phenyl)acetamido)pyrazine-2-carbonyl)glycinate